Cis-2,6-dimethyltetrahydro-2H-pyran-4-carboxylic acid 1,3-dioxoisoindolin-2-yl ester O=C1N(C(C2=CC=CC=C12)=O)OC(=O)C1CC(OC(C1)C)C